6-fluoro-N,1-dimethyl-1H-indole-3-carboxamide FC1=CC=C2C(=CN(C2=C1)C)C(=O)NC